CC=1C=C(C=CC1C)N1N=C(C=2C=NC=3C=CC(=CC3C21)OC)C2=CC(=C(C=C2)OCCCN2CCOCC2)OC 1-(3,4-dimethylphenyl)-8-methoxy-3-[3-methoxy-4-(3-morpholin-4-ylpropoxy)phenyl]-1H-pyrazolo[4,3-c]quinoline